(3-(1-(2-bromobenzyl)-1H-1,2,3-triazol-4-yl)phenyl)-7-methoxy-6-(3-morpholinopropoxy)quinazolin-4-amine BrC1=C(CN2N=NC(=C2)C=2C=C(C=CC2)C2=NC3=CC(=C(C=C3C(=N2)N)OCCCN2CCOCC2)OC)C=CC=C1